tert-Butyl N-{[4-(2-methyl-2H-1,2,3-triazol-4-yl)phenyl]methyl}carbamate CN1N=CC(=N1)C1=CC=C(C=C1)CNC(OC(C)(C)C)=O